ClC1=CC=C(C=C1)CC(=O)N1CC2(C1)CN(C2)CCC2=CC=C(C=C2)OC 2-(4-chlorophenyl)-1-(6-(4-methoxyphenethyl)-2,6-diazaspiro[3.3]heptan-2-yl)ethanone